Methyl 1-(2-((4-fluorophenyl)amino)-5-methylpyridin-4-yl)-1H-pyrrole-3-carboxylate FC1=CC=C(C=C1)NC1=NC=C(C(=C1)N1C=C(C=C1)C(=O)OC)C